2-((2-hydroxyethyl)amino)-5-(3-((4-phenethoxyphenyl)carbamoyl)phenyl)-nicotinic acid OCCNC1=C(C(=O)O)C=C(C=N1)C1=CC(=CC=C1)C(NC1=CC=C(C=C1)OCCC1=CC=CC=C1)=O